FC1(CCN(CC1)C1=NC(=CC(=N1)C(CNC(C1=C(C=C(C=C1)I)N1CCC2(CC2)CC1)=O)O)C)F N-(2-(2-(4,4-difluoropiperidin-1-yl)-6-methylpyrimidin-4-yl)-2-hydroxyethyl)-4-iodo-2-(6-Azaspiro[2.5]octane-6-yl)benzamide